6-Amino-4-quinolinecarboxylic acid NC=1C=C2C(=CC=NC2=CC1)C(=O)O